C1=CC(=CC=C1[C@@H]2[C@H](C(=O)C3=C(C=C(C=C3O2)O)O)O)O (+)-dihydrokaempferol